FC1=C(C(=CC=C1C#C[C@H]1[C@@H](C1)COC)O)N1CC(NS1(=O)=O)=O |o1:9,10| rel-5-(2-fluoro-6-hydroxy-3-(((1R,2R)-2-(methoxymethyl)cyclopropyl)ethynyl)phenyl)-1,2,5-thiadiazolidin-3-one 1,1-dioxide